decaphenoxypentaphosphazene O(C1=CC=CC=C1)P(N(P(N=P(OC1=CC=CC=C1)(OC1=CC=CC=C1)OC1=CC=CC=C1)(OC1=CC=CC=C1)(OC1=CC=CC=C1)OC1=CC=CC=C1)OC1=CC=CC=C1)(NPNP)(OC1=CC=CC=C1)OC1=CC=CC=C1